(E)-2-(2-octenyl)cyclopentanone C(\C=C\CCCCC)C1C(CCC1)=O